N1(CCNCC1)CC1=C(C=NC=C1)C=1C=C2C(=NNC2=CC1)C(=O)NCC1CCOCC1 5-(4-(Piperazin-1-ylmethyl)-pyridin-3-yl)-N-((tetrahydro-2H-pyran-4-yl)methyl)-1H-indazole-3-carboxamide